C1(=CC=CC=C1)NC(\C=C/C(=O)O)=O N-phenyl-maleamic acid